C(=O)OC(CC(CCCCC)C)C 1,3-dimethyloctyl formate